trans-4-((4-(2-Cyclopropyloxazol-4-yl)pyridine-2-yl)((trans-4-(5-methoxy-6-methylpyridin-2-yl)cyclohexyl)methyl)carbamoyl)cyclohexyl 3-(2-hydroxyethoxy)azetidine-1-carboxylate OCCOC1CN(C1)C(=O)O[C@@H]1CC[C@H](CC1)C(N(C[C@@H]1CC[C@H](CC1)C1=NC(=C(C=C1)OC)C)C1=NC=CC(=C1)C=1N=C(OC1)C1CC1)=O